1-(2-methoxyethyl)-3-quinolin-3-ylthiourea COCCNC(=S)NC=1C=NC2=CC=CC=C2C1